(S)-2-[(6-chlorododecanoyl)oxy]propanoic acid ClC(CCCCC(=O)O[C@H](C(=O)O)C)CCCCCC